FC(N1N=C(C(=C1)F)[S@@](=O)(N)=NC(NC1=C2C(=NC3=C1CCC3)C3(CC2)CC3)=O)F |o1:8| (R) or (S)-1-(difluoromethyl)-4-fluoro-N'-((1',5',6',7'-tetrahydro-2'H-spiro[cyclopropane-1,3'-dicyclopenta[b,e]pyridin]-8'-yl)carbamoyl)-1H-pyrazole-3-sulfonimidamide